FC(S(=O)(=O)OC=1C=C2COCCN2C(C1)=O)(F)F 6-oxo-1,3,4,6-tetrahydropyrido[2,1-c][1,4]oxazin-8-yl trifluoromethanesulfonate